C1=CC=CC=2C3=CC=CC=C3N(C12)P([O-])([O-])=O 9H-carbazole-9-ylphosphonate